2-(2,6-dioxopiperidin-3-yl)-4-(((1-(1-(1-(2-methoxyacetyl)piperidine-4-carbonyl)piperidin-4-yl)-1H-pyrazol-4-yl)methyl)amino)isoindoline-1,3-dione O=C1NC(CCC1N1C(C2=CC=CC(=C2C1=O)NCC=1C=NN(C1)C1CCN(CC1)C(=O)C1CCN(CC1)C(COC)=O)=O)=O